thietanyl-diazepine 4-chlorophenyl-(5R)-3,3-difluoro-5-[(5R)-5-methyl-1,1-dioxo-1λ6,2-thiazolidin-2-yl]piperidine-1-carboxylate ClC1=CC=C(C=C1)OC(=O)N1CC(C[C@H](C1)N1S([C@@H](CC1)C)(=O)=O)(F)F.S1C(CC1)C1=NNC=CC=C1